(3-chloro-2,4-dimethyl-5,7-dihydropyrrolo[3,4-b]pyridin-6-yl)-[(3R)-1-(4-methylpyrimidin-5-yl)pyrrolidin-3-yl]methanone ClC=1C(=C2C(=NC1C)CN(C2)C(=O)[C@H]2CN(CC2)C=2C(=NC=NC2)C)C